N'-nitro-arginine [N+](=O)([O-])N(CCC[C@H](N)C(=O)O)C(N)=N